ClC1=CC(=C(C=C1Cl)CC1=C(C=NC=C1)C(=O)O)O 4-[(4,5-dichloro-2-hydroxyphenyl)methyl]pyridine-3-carboxylic acid